C(C1=CC=CC=C1)N1C(N2C(C1=O)CCC2)=S 2-benzyl-1-oxo-3-thioxotetrahydro-1H-pyrrolo[1,2-c]imidazole